CC(C)(C)CC(C(=O)O)(C)OC(C)=O.C(C)(=O)OC(C(=O)OC(C)(C)C)(C)C tert-butyl α-acetoxyisobutyrate (1,1-dimethylethyl α-acetoxyisobutyrate)